5-(4-(6-(cyclopentyloxy)-2-methylpyridin-3-yl)-1H-pyrazol-1-yl)-1-propylpyridin-2(1H)-one C1(CCCC1)OC1=CC=C(C(=N1)C)C=1C=NN(C1)C=1C=CC(N(C1)CCC)=O